4-(5-(pyrrolidin-1-yl)benzo[d]oxazol-2-yl)pyridine N1(CCCC1)C=1C=CC2=C(N=C(O2)C2=CC=NC=C2)C1